[18F]C1=CC=C(C2=CC=CC=C12)O 4-[18F]fluoro-1-naphthol